(S)-8-(((S)-tert-butylsulfinyl)amino)-1,2,3,8-tetrahydro-6H-spiro[cyclopenta[d]pyrrolo[1,2-b]pyrazole-7,4'-piperidine]-1'-carboxylic acid tert-butyl ester C(C)(C)(C)OC(=O)N1CCC2(CC1)[C@@H](C=1N(N=C3C1CCC3)C2)N[S@@](=O)C(C)(C)C